ClC=1C=C(C=NC1N1N=CC=N1)NC(=O)[C@@H]1C[C@@](C2=C1C=NC=1N2N=C(C1F)F)(C=1C=NN(C1)C)C (6R,8R)-N-(5-chloro-6-(2H-1,2,3-triazol-2-yl)pyridin-3-yl)-2,3-difluoro-8-methyl-8-(1-methyl-1H-pyrazol-4-yl)-7,8-dihydro-6H-cyclopenta[e]pyrazolo[1,5-a]pyrimidine-6-carboxamide